5-chloro-2-(2-oxo-6-azaspiro[3.3]heptane-6-yl)pyrimidine ClC=1C=NC(=NC1)N1CC2(CC(C2)=O)C1